CN1N(C(C(=C1C)N1C(SCC1=O)C1=CC=C(C=C1)C(F)(F)F)=O)C1=CC=CC=C1 3-(1,5-Dimethyl-3-oxo-2-phenyl-2,3-dihydro-1H-pyrazol-4-yl)-2-(4-(trifluoromethyl)phenyl)thiazolidin-4-on